OP(O)OP(O)O.P(O)(O)OP(O)O mono-diphosphorous acid diphosphite